(S)-5-(2,2-dimethyltetrahydro-2H-pyran-4-yl)-1H-indole-2-carboxylic acid CC1(OCC[C@@H](C1)C=1C=C2C=C(NC2=CC1)C(=O)O)C